FC=1C=C(C=CC1)[C@@H](CCNC1=CC=CC=C1)C1=NC=CC=C1 (R)-N-(3-(3-fluoro-phenyl)-3-(2-pyridyl)propyl)-aniline